C(C1=CC=CC=C1)N1C[C@H]([C@@H](CC1)O)C |r| (+/-)-Trans-1-benzyl-3-methylpiperidin-4-ol